C(C1=CC=CC=C1)N1CC2C3(NC(C(C(C31)CC3=CC=CC=C3)C2)=O)C(=O)NC2CCC(CC2)C 1,7-dibenzyl-N-((1R,4s)-4-methylcyclohexyl)-5-oxooctahydro-3aH-3,6-methanopyrrolo[3,2-b]pyridine-3a-carboxamide